tert-Butyl 3-[4-[5-(2,2-Dimethylpropyl)-1,2,4-oxadiazol-3-yl]phenyl]azetidine-1-carboxylate CC(CC1=NC(=NO1)C1=CC=C(C=C1)C1CN(C1)C(=O)OC(C)(C)C)(C)C